5-(2-Fluorobenzyl)-N-(4-(3-fluoro-5-((4-hydroxy-4-methylpentyl)oxy)-2-methylphenyl)pyridin-2-yl)-4H-1,2,4-triazole-3-carboxamide FC1=C(CC=2NC(=NN2)C(=O)NC2=NC=CC(=C2)C2=C(C(=CC(=C2)OCCCC(C)(C)O)F)C)C=CC=C1